N1C(=NC=C1)C(=O)[NH3+] imidazoylammonium